tertbutylchlorodimethylsilane C(C)(C)(C)[Si](C)(C)Cl